3-Undecene CCC=CCCCCCCC